1-{2-[3-(ethylsulfanyl)-5-[5-(1-fluorocyclopropyl)-1,2,4-oxadiazol-3-yl]pyridin-2-yl]-3-methyl-3H-imidazo[4,5-b]pyridin-6-yl}ethan-1-one C(C)SC=1C(=NC=C(C1)C1=NOC(=N1)C1(CC1)F)C1=NC=2C(=NC=C(C2)C(C)=O)N1C